({6-[(1,3-benzothiazol-2-yl)amino]-5-methylpyridazin-3-yl}(methyl)amino)-5-(1-benzylazetidin-3-yl)-1,3-thiazole-4-carboxylic acid S1C(=NC2=C1C=CC=C2)NC2=C(C=C(N=N2)N(C)C=2SC(=C(N2)C(=O)O)C2CN(C2)CC2=CC=CC=C2)C